C(CCCCCC)C=1NC2=CC=CC=C2C(C1)=O 2-heptyl-4(1H)-quinolone